5'-O-(tert-butyldimethylsilyl)-2'-deoxy-3'-O-formyl-5-(N-trifluoroacetyl-3-aminopropynyl)uridine [Si](C)(C)(C(C)(C)C)OC[C@@H]1[C@H](C[C@@H](O1)N1C(=O)NC(=O)C(=C1)C#CCNC(C(F)(F)F)=O)OC=O